methyl 6-((6-fluoro-2-methylpyridin-3-yl)oxy)-2-methyl-3-(1-methyl-1H-pyrazol-4-yl)benzoate FC1=CC=C(C(=N1)C)OC1=CC=C(C(=C1C(=O)OC)C)C=1C=NN(C1)C